2-cyclohexylphosphino-2',6'-dimethoxybiphenyl C1(CCCCC1)PC1=C(C=CC=C1)C1=C(C=CC=C1OC)OC